ClC1=CC=C(C=C1)C1=NC(=NC(=C1)N1CCCCC1)C=1C=NC=CC1 4-(4-chlorophenyl)-6-(piperidin-1-yl)-2-(pyridin-3-yl)pyrimidine